C=C1CC(C1)C(=O)O 3-METHYLENECYCLOBUTANECARBOXYLIC ACID